(1R,6R)-8-oxo-3-azabicyclo[4.2.0]octane O=C1C[C@H]2CCNC[C@H]12